BrC=1NC(=C(N1)C)C 2-bromo-4,5-dimethyl-1H-imidazole